3-((1-(5-aminopentyl)-5,6-dichloro-1H-benzo[d]imidazol-2-yl)amino)-N-hydroxybenzamide NCCCCCN1C(=NC2=C1C=C(C(=C2)Cl)Cl)NC=2C=C(C(=O)NO)C=CC2